(R)-3-Amino-1-(2-((6-amino-9H-purin-9-yl)methyl)-4,6-Dichloro-3-(methoxymethyl)phenyl)-N-cyclopropylpyrrolidin-3-carboxamid N[C@]1(CN(CC1)C1=C(C(=C(C=C1Cl)Cl)COC)CN1C2=NC=NC(=C2N=C1)N)C(=O)NC1CC1